N-(4-cyanobenzyl)-6-((1-(cyclopropylsulfonyl)cyclopropyl)methyl)-1-(2-hydroxypropyl)-7-oxo-4,5,6,7-tetrahydro-1H-pyrazolo[3,4-c]pyridine-3-carboxamide C(#N)C1=CC=C(CNC(=O)C2=NN(C=3C(N(CCC32)CC3(CC3)S(=O)(=O)C3CC3)=O)CC(C)O)C=C1